O1[C@@H](COCC1)COC1=C(C=C(C=C1)S(=O)(=O)NC(C1=C(C=CC=C1)OC=1C=C2C(=NC1)NC=C2)=O)[N+](=O)[O-] N-({4-[(2S)-1,4-dioxan-2-ylmethoxy]-3-nitrophenyl}sulfonyl)-2-(1H-pyrrolo[2,3-b]pyridin-5-yloxy)benzamide